N-methoxypyrrolidone CON1C(CCC1)=O